C(=O)(O)CCCCC=1SC=CC1 carboxybutylthiophene